B[O-].[Na+] Sodium Borinate